BrC1=C(C=C(C(=O)O)C=C1C)C 4-bromo-3,5-dimethylbenzoic acid